N-(1-(2-acetyl-7-(1-methyl-1H-pyrazol-4-yl)quinolin-5-yl)cyclopropyl)-2-methyl-4-((thiazol-4-ylmethoxy)methyl)benzamide C(C)(=O)C1=NC2=CC(=CC(=C2C=C1)C1(CC1)NC(C1=C(C=C(C=C1)COCC=1N=CSC1)C)=O)C=1C=NN(C1)C